C1(CC1)N1C(NC2=C1C=C(C=C2)OC)=O 1-cyclopropyl-6-methoxy-1H-benzo[d]imidazol-2(3H)-one